5-amino-N-{2-[3-(fluoromethyl)-4-(methylamino)pyrrolidin-1-yl]-5,6,7,8-tetrahydroquinolin-6-yl}-2-methylthieno[2,3-d]pyrimidine-6-carboxamide NC1=C(SC=2N=C(N=CC21)C)C(=O)NC2CC=1C=CC(=NC1CC2)N2CC(C(C2)NC)CF